O=C1NC(CCC1N1CC2=CC=C(C=C2C1=O)N1CC2(C1)CCN(CC2)C(=O)OC(C)(C)C)=O tert-butyl 2-(2-(2,6-dioxopiperidin-3-yl)-3-oxoisoindol-5-yl)-2,7-diazaspiro[3.5]nonane-7-carboxylate